(S)-N-((4-((1-(DIMETHYLAMINO)-5-(4-FLUOROPHENYL)PENTAN-3-YL)AMINO)-3,5-DIFLUOROPHENYL)SULFONYL)-1-METHOXYCYCLOHEPTANE-1-CARBOXAMIDE CN(CC[C@H](CCC1=CC=C(C=C1)F)NC1=C(C=C(C=C1F)S(=O)(=O)NC(=O)C1(CCCCCC1)OC)F)C